1,1,3,3-tetramethyl-butyl 3,3-dimethyl-butyl ether CC(CCOC(CC(C)(C)C)(C)C)(C)C